Methyltriethylphosphorus C[P](CC)(CC)CC